FC(CN1C(=NC2=NC=C(C=C21)C=2C=CN1N=C(N=CC12)NC1CC(C1)N(C)C)C)F N1-(5-(1-(2,2-difluoroethyl)-2-methyl-1H-imidazo[4,5-b]pyridin-6-yl)pyrrolo[2,1-f][1,2,4]triazin-2-yl)-N3,N3-dimethylcyclobutane-1,3-diamine